benzyl N6-(tert-butoxycarbonyl)-N2-(N6-(tert-butoxycarbonyl)-N2-(N6-(tert-butoxycarbonyl)-N2-(N6-(tert-butoxycarbonyl)-L-lysyl)-L-lysyl)-L-lysyl)-L-lysinate C(C)(C)(C)OC(=O)NCCCC[C@H](NC([C@@H](NC([C@@H](NC([C@@H](N)CCCCNC(=O)OC(C)(C)C)=O)CCCCNC(=O)OC(C)(C)C)=O)CCCCNC(=O)OC(C)(C)C)=O)C(=O)OCC1=CC=CC=C1